N[C@@H]([C@@H](C)N1CC2=CC=CC=C2C1)CO[Si](C)(C)C(C)(C)C 2-[(2R,3S)-3-amino-4-{[tert-butyl-(dimethyl)silyl]oxy}butane-2-yl]-1H-isoindole